(2S)-2-amino-4-[6-[(2-chloro-3-cyano-4-pyridinyl)amino]-3-methyl-2-oxo-benzimidazol-1-yl]butanoic acid methyl ester COC([C@H](CCN1C(N(C2=C1C=C(C=C2)NC2=C(C(=NC=C2)Cl)C#N)C)=O)N)=O